NC1=NN2C(C=C(C=C2)C=2C(=C(C(=O)NCC([C@H](O)C3=CC(=C(C=C3)Cl)Cl)(F)F)C(=CC2)Cl)F)=N1 |r| racemic-3-{2-amino-[1,2,4]triazolo[1,5-a]pyridin-7-yl}-6-chloro-N-[3-(3,4-dichlorophenyl)-2,2-difluoro-3-hydroxypropyl]-2-fluorobenzamide